1-(1-methyl-1H-indol-3-yl)cyclopropanamine CN1C=C(C2=CC=CC=C12)C1(CC1)N